BrC=1C(=NC(=NC1)NC=1C(=CC(=C(C(=O)O)C1)N1CCC(CC1)N1CCN(CC1)C(=O)OC(C)(C)C)OC)NC1=C(C=C(C=C1)O)NS(=O)(=O)CC 5-((5-Bromo-4-((4-hydroxy-2-(N-methylmethanesulfonylamino)phenyl)amino)pyrimidin-2-yl)amino)-2-(4-(4-(tert-butyloxycarbonyl)piperazin-1-yl)piperidin-1-yl)-4-methoxybenzoic acid